1-(1H-indol-3-yl)-5-methylhexane-2-one N1C=C(C2=CC=CC=C12)CC(CCC(C)C)=O